(S)-5-(1-(3,4-difluorobenzyl)piperidin-3-yl)-2-(4-methoxyphenyl)-2,4-dihydro-3H-1,2,4-triazol-3-one FC=1C=C(CN2C[C@H](CCC2)C=2NC(N(N2)C2=CC=C(C=C2)OC)=O)C=CC1F